CN1CCN(CC1)C1=C(C=C(C(=C1)CC)NC1=NC=NC(=C1)C=1C=C2C=NN(C2=CC1)C)NC(C=C)=O N-(2-(4-methylpiperazine-1-yl)-4-ethyl-5-{[6-(1-methyl-1H-indazole-5-yl)pyrimidine-4-yl]amino}phenyl)acrylamide